CN1C(N(C2=C1C=C(C=C2)C#CCC2CCNCC2)C2C(NC(CC2)=O)=O)=O 3-(3-methyl-2-oxo-5-(3-(piperidin-4-yl)prop-1-yn-1-yl)-2,3-dihydro-1H-benzo[d]imidazol-1-yl)piperidine-2,6-dione